O1C(=CC=C1)C1=CC=C2C(=NC=3N(C2=C1)C=NN3)N(C3=CC=CC=C3)C 8-(furan-2-yl)-N-methyl-N-Phenyl-[1,2,4]triazolo[4,3-a]quinazolin-5-amine